ClC1=CC=C(COC2=CC(=C(C(=O)NC3=CC=C4C(=NN(C4=C3)CCC3CCN(CC3)C)C)C=C2)OC)C=C1 4-((4-Chlorobenzyl)oxy)-2-methoxy-N-(3-methyl-1-(2-(1-methylpiperidin-4-yl)ethyl)-1H-indazol-6-yl)benzamide